Methyl 2-methylbenzofuran-7-carboxylate Methyl-2-(prop-2-yn-1-yloxy)benzoate COC(C1=C(C=CC=C1)OCC#C)=O.CC=1OC2=C(C1)C=CC=C2C(=O)OC